tridecyliodosilane C(CCCCCCCCCCCC)[SiH2]I